p-heptyl-benzoic acid C(CCCCCC)C1=CC=C(C(=O)O)C=C1